C1(CCC1)N1N=CC(=C1)NC(=O)C=1N=C(SC1)SC N-(1-cyclobutyl-1H-pyrazol-4-yl)-2-(methylsulfanyl)-1,3-thiazole-4-carboxamide